diisooctyl-bis-(2-ethoxyethoxy)silane C(CCCCC(C)C)[Si](OCCOCC)(OCCOCC)CCCCCC(C)C